(2,6-dimethyl)tyrosine CC1=C(C[C@H](N)C(=O)O)C(=CC(=C1)O)C